(R)-N-(3-(1-((2-amino-5-chloropyridin-3-yl)oxy)ethyl)-phenyl)-5-fluoropicolinamide NC1=NC=C(C=C1O[C@H](C)C=1C=C(C=CC1)NC(C1=NC=C(C=C1)F)=O)Cl